2-(2,4,5-Trifluoro-3-methoxyphenyl)oxazole-4-carboxylic acid FC1=C(C=C(C(=C1OC)F)F)C=1OC=C(N1)C(=O)O